COC1=CC2=C(C=C1)NC=C2CCN(CC=C)CC=C N,N-diallyl-5-methoxytryptamine